BrC1=C(C=C(C(=C1)CCCCCC)Br)CCCCCC 1,4-dibromo-2,5-dihexylbenzene